O=C1NC(CCC1N1C(C2=CC=C(C=C2C1=O)N1C[C@@H](CC1)NC(C1=NC=C(C=C1)N1CCN(CC1)CC=1C=NC=2C=C(C(NC2C1)=O)CC)=O)=O)=O N-((3R)-1-(2-(2,6-dioxopiperidin-3-yl)-1,3-dioxoisoindolin-5-yl)pyrrolidin-3-yl)-5-(4-((7-ethyl-6-oxo-5,6-dihydro-1,5-naphthyridin-3-yl)methyl)piperazin-1-yl)picolinamide